OC1=C(C=CC=C1C(=O)O)C1=CC=CC=C1 hydroxy-[1,1'-biphenyl]-3-carboxylic acid